(2R,4S,5R,6R)-5-acetamido-2,4-dihydroxy-6-((1R,2R)-1,2,3-trihydroxypropyl)tetrahydro-2H-pyran-2-carboxylic acid C(C)(=O)N[C@@H]1[C@H](C[C@@](O[C@H]1[C@@H]([C@@H](CO)O)O)(C(=O)O)O)O